C(C)N(CCC1=CNC=2C=CC3=C(C12)CCCO3)C 1-(2-(ethylmethylamino)ethyl)-8,9-dihydropyrano[3,2-e]indole